CN1CCN(CC1)S(=O)(=O)C1=C(C(=O)O)C=CC=C1 ((4-methylpiperazin-1-yl)sulfonyl)benzoic acid